C(C=C)(=O)N1C[C@H](C[C@@H]1COC)N1N=C(C(=C1NC)C(=O)N)C#CC=1C=C2C(=NC1)N(C=N2)C 1-((3S,5R)-1-acryloyl-5-(methoxymethyl)pyrrolidin-3-yl)-3-((3-methyl-3H-imidazo[4,5-b]pyridin-6-yl)ethynyl)-5-(methylamino)-1H-pyrazole-4-carboxamide